N1(N=NN=C1)C1CCC(CC1)OC1=C2C=CC=NC2=CC(=N1)N1CCOCC1 4-(5-(((1s,4s)-4-(1H-tetrazol-1-yl)cyclohexyl)oxy)-1,6-naphthyridin-7-yl)morpholine